FC(C)(F)S(=O)(=O)[O-] 2,2-difluoro-2-ethyl-sulfonate